(3R)-tert-butyl 3-(2-(N,N-bis(4-methoxybenzyl)sulfamoyl)-4-(3-hydroxy-2-oxopiperidin-1-yl)-3-(2-(4-methoxybenzyl)-2H-tetrazol-5-yl)phenylsulfonamido)pyrrolidine-1-carboxylate COC1=CC=C(CN(S(=O)(=O)C2=C(C=CC(=C2C=2N=NN(N2)CC2=CC=C(C=C2)OC)N2C(C(CCC2)O)=O)S(=O)(=O)N[C@H]2CN(CC2)C(=O)OC(C)(C)C)CC2=CC=C(C=C2)OC)C=C1